ClC1=CC=C(C=N1)CNCC1CCC1 1-(6-chloropyridin-3-yl)-N-(cyclobutylmethyl)methylamine